C(C)(C)(C)OC(N(S(NC)(=O)=O)C1=CC=C(C=C1)CC1=NNC(C2=CC(=C(C=C12)OC)OC)=O)=O (4-((6,7-dimethoxy-4-oxo-3,4-dihydro-phthalazin-1-yl)methyl)phenyl)-N-methylsulfamoylcarbamic acid tert-butyl ester